N[C@@H]1[C@H]2C[C@@H]([C@@H](C1)C2)NC(OCC2=CC=CC=C2)=O |r| benzyl [rac-(1R,2S,4R,5S)-5-aminobicyclo[2.2.1]heptan-2-yl]carbamate